C(C)(=O)NCCN(CCCCC1=CC=C2CCCN(C2=N1)C(=O)OC(C)(C)C)CC[C@@H](C(=O)OC)NC(=O)OCC1=CC=CC=C1 tert-butyl (S)-7-(4-((2-acetamidoethyl) (3-(((benzyloxy) carbonyl) amino)-4-methoxy-4-oxobutyl) amino) butyl)-3,4-dihydro-1,8-naphthyridine-1(2H)-carboxylate